(E)-3-(4-bromophenyl)-N-(1-(4-methoxybenzoyl)piperidin-4-yl)acrylamide monomethyl-eicosanate barium salt [Ba].COC(CCCCCCCCCCCCCCCCCCC)=O.BrC1=CC=C(C=C1)/C=C/C(=O)NC1CCN(CC1)C(C1=CC=C(C=C1)OC)=O